Ethyl-4-Dimethylamino-benzoat C(C)OC(C1=CC=C(C=C1)N(C)C)=O